NC1CCN(CC1)CC1=CC=C(C=C1)N1C(=NC=2C1=NC(=CC2)C2=C(C#N)C=CC=C2)C=2C(=NC=CC2)N 2-(3-(4-((4-Aminopiperidin-1-yl)methyl)phenyl)-2-(2-aminopyridin-3-yl)-3H-imidazo[4,5-b]pyridin-5-yl)benzonitrile